1-(2-(ethoxycarbonyl)-6,8-dihydrofuro[3,4-g]quinolin-3-yl)pyridin-1-ium bromide [Br-].C(C)OC(=O)C1=NC2=CC3=C(C=C2C=C1[N+]1=CC=CC=C1)COC3